O=C1NC(CCC1N1C(C2=CC=CC(=C2C1=O)N(CC=1N=NN(C1)CC1CNCCC1)C)=O)=O 2-(2,6-Dioxopiperidin-3-yl)-4-(methyl((1-(piperidin-3-ylmethyl)-1H-1,2,3-triazol-4-yl)methyl)amino)isoindoline-1,3-dione